CC=1C=C2C(C=C(OC2=C(C1)C=O)OCC(F)(F)F)=O 6-methyl-4-oxo-2-(2,2,2-trifluoroethoxy)-4H-chromene-8-carbaldehyde